5'-octyl[1,1':3',1''-terphenyl] C(CCCCCCC)C=1C=C(C=C(C1)C1=CC=CC=C1)C1=CC=CC=C1